ClC=1C=C(C=C(C1)Cl)CN[C@H](C(=O)O)CCC(C)(C)C (2S)-2-{[(3,5-dichlorophenyl)methyl]amino}-5,5-dimethylhexanoic acid